COC=1C=C(C=CC1OC)\C=C/C(=O)C1=CC=C(C=C1)O (Z)-3-(3,4-Dimethoxyphenyl)-1-(4-hydroxyphenyl)prop-2-en-1-one